O=C1NC(=CC=2C=CC=NC12)C(=O)O 8-oxo-7,8-dihydro-1,7-naphthyridine-6-carboxylic acid